NC=1C(=C(C(=NC1)C)C)NCC1=C(C=C(C=C1F)S(=O)(=O)N)F 4-(((5-amino-2,3-dimethylpyridin-4-yl)amino)methyl)-3,5-difluorobenzenesulfonamide